6-(3-isopropyl-5-(1-(2-(methylsulfonyl)ethyl)piperidin-4-yl)-1H-indol-2-yl)-8-methoxy-[1,2,4]triazolo[1,5-b]pyridazine C(C)(C)C1=C(NC2=CC=C(C=C12)C1CCN(CC1)CCS(=O)(=O)C)C=1C=C(C=2N(N1)N=CN2)OC